C(C)N1C=NC2=C1N=NC=C2C=2C=CC(=C(C2)C=2C=CC1=C(OCCN1C)C2OC)F 7-(5-(7-ethyl-7H-imidazo[4,5-c]pyridazin-4-yl)-2-fluorophenyl)-8-methoxy-4-methyl-2H-Benzo[b][1,4]oxazine